Iridium (I) Hexafluorophosphate F[P-](F)(F)(F)(F)F.[Ir+]